C(#N)CC=1C2=C(S(C1C#CC)=O)C(=CC=C2)NCCN(C)C 3-(3-(cyanomethyl)-7-((2-(dimethylamino)ethyl)amino)-1-oxidobenzo[b]thiophen-2-yl)prop-2-yn